3-(3,4-dihydro-2H-pyrrole-5-yl)pyridine N=1CCCC1C=1C=NC=CC1